C1=CC=CC=2C3=CC=CC=C3C(C12)COC(=O)NC(C(=O)O)CCC1(N=N1)CCC#C 2-((((9H-fluoren-9-yl)methoxy)carbonyl)amino)-4-(3-(but-3-yn-1-yl)-3H-diazirin-3-yl)butanoic acid